(4-chloro-2-(hydroxymethyl)phenyl)boronic acid ClC1=CC(=C(C=C1)B(O)O)CO